ClC1=NC(N2C(C3=CC(=C(C=C3CC2)OC)OC)=C1)=O 2-chloro-9,10-dimethoxy-6,7-dihydropyrimido[6,1-a]isoquinolin-4-one